OC(COC1=CC=C(C=C1)C=1C=C2C(=NC1)NC=C2C(=O)C=2C(=C(C=CC2F)NS(=O)(=O)CC2=CC=CC=C2)F)CO N-(3-(5-(4-(2,3-dihydroxypropoxy)phenyl)-1H-pyrrolo[2,3-b]pyridine-3-carbonyl)-2,4-difluorophenyl)-1-phenylmethanesulfonamide